(S)-1-(3,4-difluorophenyl)-6-(5-(3,5-dimethylisoxazol-4-yl)-1-((1S,4R)-4-hydroxy-4-methylcyclohexyl)-1H-benzo[d]Imidazol-2-yl)piperidin-2-one FC=1C=C(C=CC1F)N1C(CCC[C@H]1C1=NC2=C(N1C1CCC(CC1)(C)O)C=CC(=C2)C=2C(=NOC2C)C)=O